methyl (S)-3-(3-chlorophenyl)-3-hydroxypropionate ClC=1C=C(C=CC1)[C@H](CC(=O)OC)O